C1(CC1)C(=O)NC1=C(C=C(C=N1)C#CC=1C=C(C(=O)NC2=CC(=C(C=C2)CN2CCN(CC2)C)C(F)(F)F)C=CC1C)C 3-((6-(cyclopropanecarboxamido)-5-methylpyridin-3-yl)ethynyl)-4-methyl-N-(4-((4-methylpiperazine-1-yl)methyl)-3-(trifluoromethyl)phenyl)benzamide